N-[(2-Amino-3-pyridyl)sulfonyl]-6-[3-(2,2-dimethylpropoxy)pyrazol-1-yl]-2-[6-methyl-8-azaspiro[3.4]octan-8-yl]pyridin-3-carboxamid NC1=NC=CC=C1S(=O)(=O)NC(=O)C=1C(=NC(=CC1)N1N=C(C=C1)OCC(C)(C)C)N1CC(CC12CCC2)C